(S,E)-7-((3-(3-methoxy-4-nitrophenyl)allyl)oxy)-8,8-dimethyl-7,8-dihydro-2H,6H-pyrano[3,2-g]chromen-2-one COC=1C=C(C=CC1[N+](=O)[O-])/C=C/CO[C@H]1CC=2C=C3C=CC(OC3=CC2OC1(C)C)=O